CC1=NOC(=C1C1=CC=C(C=C1)[C@H]1N(C(OC1)=O)C(=O)OC(C)(C)C)C tert-butyl (R)-4-(4-(3,5-dimethylisoxazol-4-yl)phenyl)-2-oxooxazolidine-3-carboxylate